FC=1C=C(C=C2CNCC12)C=1C=C2C=3CCCC(C3NC2=CC1)N[C@H](C)C1=CC=CC=C1 7-fluoro-5-(1-(((R)-1-phenylethyl)amino)-2,3,4,9-tetrahydro-1H-carbazol-6-yl)isoindolin